C(=O)(O)/C=C/C(=O)[O-].COC=1C=C2C(=CNC2=CC1)CC[NH+](CC=C)C [2-(5-methoxy-1H-indol-3-yl)ethyl](methyl)(prop-2-en-1-yl)azanium (2E)-3-carboxyprop-2-enoate